1-((Adamantan-1-yl)methyl)-2-cyano-3-(1-methyl-1H-benzo[d]imidazol-5-yl)guanidine C12(CC3CC(CC(C1)C3)C2)CNC(=NC#N)NC2=CC3=C(N(C=N3)C)C=C2